BrC1=CC=C(C=C1)C1C2=C(N(C3=C1C(OC3)=O)C3=CC=C(C=C3)OC)COC2=O 8-(4-bromophenyl)-4-(4-methoxyphenyl)-5,8-dihydrodifurano[3,4-b:3',4'-e]pyridine-1,7(3H,4H)-dione